OC(COCCNCC(=O)O)(C)C 2-[2-(2-hydroxy-2-methyl-propoxy)ethylamino]acetic acid